4-(5-(benzyloxy)-2-methylbenzofuran-3-carboxamido)tetrahydro-2H-pyran-4-carboxylic acid methyl ester COC(=O)C1(CCOCC1)NC(=O)C1=C(OC2=C1C=C(C=C2)OCC2=CC=CC=C2)C